4-bromo-3-(2-methoxyethoxy)benzaldehyde BrC1=C(C=C(C=O)C=C1)OCCOC